n-tetradecyl isocyanate C(CCCCCCCCCCCCC)N=C=O